C(C)C=1C=CC(=C(CC=2NC(=NN2)C(=O)N)C1)F 5-(5-ethyl-2-fluorobenzyl)-4H-1,2,4-triazole-3-carboxamide